5-amino-3-nitro-1H-1,2,4-triazole NC1=NC(=NN1)[N+](=O)[O-]